[N+](=O)([O-])C1=CC=CC=C1 Para-nitrobenzene